C(C)C(CNC1=CC=C(C=C1)N)O N-(ethyl-β-hydroxyethyl)-p-phenylenediamine